O1CCCC=C1[Si](O)(C)C (3,4-dihydro-2H-pyran-6-yl)dimethylsilanol